OC[C@@H](CCCCCCCCCCCCCCCCCCC)OCC1=CC(=C(C#N)C=C1)OC (R)-4-(((1-hydroxyhenicosan-2-yl)oxy)methyl)-2-methoxybenzonitrile